β-(1-naphthyl)L-alanine C1(=CC=CC2=CC=CC=C12)C[C@H](N)C(=O)O